C1(CCCC1)C1=C(C=C(C=O)C=C1OCOC)OCOC 4-cyclopentyl-3,5-bis(methoxymethoxy)benzaldehyde